1-(2-hydroxy-2-methylpropyl)-5-(3-isopropyl-5-(piperidin-4-yl)-1H-indol-2-yl)-3-methylpyridin-2(1H)-one OC(CN1C(C(=CC(=C1)C=1NC2=CC=C(C=C2C1C(C)C)C1CCNCC1)C)=O)(C)C